Trimethyl-chloromethyl-ammonium cadmium trichloride [Cl-].[Cl-].[Cl-].[Cd+2].C[N+](CCl)(C)C